O[C@@H](CC)C1=CC(=C(C=N1)C1=NC=C2C=C(N=CC2=C1)C(C(=O)N)OC)C (7-{6-[(1S)-1-hydroxypropyl]-4-methylpyridin-3-yl}-2,6-naphthyridin-3-yl)-2-methoxyacetamide